FC1=C(C=C(C=C1)NC(=O)C1=C(N(C(=C1C)C(C(=O)NC(C1CCOCC1)C1=NC(=NO1)C)=O)C)C)C N-(4-fluoro-3-methylphenyl)-1,2,4-trimethyl-5-(2-(((3-methyl-1,2,4-oxadiazol-5-yl)(tetrahydro-2H-pyran-4-yl)methyl)amino)-2-oxoacetyl)-1H-pyrrole-3-carboxamide